(2S)-2-((8R,9aS)-8-amino-1-oxo-5-phenethylhexahydro-1H-pyrrolo[1,2-a][1,4]diazepin-2(3H)-yl)-N-(3,4-dichlorobenzyl)-3-((2-hydroxyphenyl)sulfonyl)propanamide N[C@@H]1C[C@@H]2N(C(CCN(C2=O)[C@@H](C(=O)NCC2=CC(=C(C=C2)Cl)Cl)CS(=O)(=O)C2=C(C=CC=C2)O)CCC2=CC=CC=C2)C1